(3-(4,4-Difluorocyclohexyl)-1-methyl-2-oxo-2,3-dihydro-1H-benzo[d]imidazol-5-yl)carbamic acid tert-butyl ester C(C)(C)(C)OC(NC1=CC2=C(N(C(N2C2CCC(CC2)(F)F)=O)C)C=C1)=O